C(C)(C)C1=C(OC=2C(=NC(=NC2)NCCOC)N)C=C(C(=C1)OC)OC 5-(2-Isopropyl-4,5-dimethoxy-phenoxy)-N*2*-(2-methoxy-ethyl)-pyrimidine-2,4-diamine